NCC1=CN(CO1)C1=CC(=C(C=C1)N1CCOCC1)F (S)-5-(aminomethyl)-3-(3-fluoro-4-morpholinophenyl)oxazoline